2-hydroxy-N-(2-isopropyl-5-methyl-4-phenoxyphenyl)pyrazolo[1,5-a]Pyridine-3-carboxamide OC1=NN2C(C=CC=C2)=C1C(=O)NC1=C(C=C(C(=C1)C)OC1=CC=CC=C1)C(C)C